FC1=C(C#N)C=C(C=C1)NCC1=CC=C(C=C1)F 2-fluoro-5-((4-fluorobenzyl)amino)benzonitrile